4''-(4,6-diphenyl-1,3,5-triazin-2-yl)-4'-(4-(4,6-diphenyl-1,3,5-triazin-2-yl)phenyl)-[1,1':3',1''-terphenyl]-4-carbonitrile C1(=CC=CC=C1)C1=NC(=NC(=N1)C1=CC=CC=C1)C1=CC=C(C=C1)C=1C=C(C=CC1C1=CC=C(C=C1)C1=NC(=NC(=N1)C1=CC=CC=C1)C1=CC=CC=C1)C1=CC=C(C=C1)C#N